(7R)- and (7S)-N-(2,4-difluorobenzyl)-12-hydroxy-1,11-dioxo-1,4,5,6,7,11-hexahydro-3H-2,7-methanopyrido[1,2-a][1,4]diazonine-10-carboxamide FC1=C(CNC(=O)C=2C(C(=C3N([C@@H]4CCCCN(C3=O)C4)C2)O)=O)C=CC(=C1)F |r|